C(C=C)(=O)OCC1OC2(OC1)OCCC2 acryloyloxymethyl-1,4,6-trioxaspiro[4.4]nonane